FC1=C(C=CC(=C1)C(F)(F)F)COC1CN(C1)C(=O)N1CC(CC1)N1N=CC=C1 (+)-[3-[[2-Fluoro-4-(trifluoromethyl)phenyl]methoxy]azetidin-1-yl]-[3-pyrazol-1-ylpyrrolidin-1-yl]methanone